(5'S,7a'R)-5'-(pyrazin-2-yl)-3-[(pyrazin-2-yl)oxy]tetrahydro-3'H-spiro[cyclobutane-1,2'-pyrrolo[2,1-b][1,3]oxazol]-3'-one N1=C(C=NC=C1)[C@@H]1CC[C@H]2OC3(C(N21)=O)CC(C3)OC3=NC=CN=C3